bis(tri-tertiary-butylphosphine) palladium (0) [Pd].C(C)(C)(C)P(C(C)(C)C)C(C)(C)C.C(C)(C)(C)P(C(C)(C)C)C(C)(C)C